2-(1,2,4-triazole-5-yl)-1,3,4-oxadiazole N1N=CN=C1C=1OC=NN1